methyl 3-bromo-5-(pyridin-4-yl)thiophene-2-carboxylate BrC1=C(SC(=C1)C1=CC=NC=C1)C(=O)OC